5-(3'-chlorobiphenyl-4-yl)-2-hydroxymethyl-2-methylpentanoic Acid Ethyl Ester C(C)OC(C(CCCC1=CC=C(C=C1)C1=CC(=CC=C1)Cl)(C)CO)=O